N1C(CCC2=CC=CC=C12)=O 3,4-dihydro-quinolin-2(1H)-one